C(#N)C=1C=CC(=C(C1)NS(=O)(=O)C=1C=C(C(=O)O)C=CC1C1CC1)C=1SC=CN1 3-(N-(5-cyano-2-(thiazol-2-yl)phenyl)sulfamoyl)-4-cyclopropylbenzoic Acid